BrC=1C(=CC(=C(C1)B(O)O)N1N=CC=C1)OCC (5-BROMO-4-ETHOXY-2-PYRAZOL-1-YL-PHENYL)BORONIC ACID